FC=1C(=C(C=CC1F)O)CO 3,4-difluoro-2-(hydroxymethyl)phenol